4-hydroxy-3,5-diiodobenzenecarboxylic acid OC1=C(C=C(C=C1I)C(=O)O)I